2-chloro-5-(4-ethylphenoxy)pyrazine ClC1=NC=C(N=C1)OC1=CC=C(C=C1)CC